2-(4-((2-ethyl-4-phenylthiazol-5-yl)oxy)pyridin-2-yl)-N5-(2-(4-ethylpiperazin-1-yl)Ethyl)pyridin-2,5-diamine C(C)C=1SC(=C(N1)C1=CC=CC=C1)OC1=CC(=NC=C1)C1(NC=C(C=C1)NCCN1CCN(CC1)CC)N